Cl.N[C@H](CC1=C(C2=C(N=C(N=C2NCC=2OC=CC2)Cl)N1)F)C 6-[(2S)-2-aminopropyl]-2-chloro-5-fluoro-N-[(furan-2-yl)methyl]-7H-pyrrolo[2,3-d]pyrimidin-4-amine hydrochloride